oxo-1,6-dihydropyridine-3-carboxamide O=C1C=CC(=CN1)C(=O)N